7-(4-Methylpyridin-3-yl)-3,4-dihydro-2H-benzo[b][1,4]oxazine CC1=C(C=NC=C1)C=1C=CC2=C(OCCN2)C1